BrC=1C(=CSC1)N1CC(C1)C(=O)N(C)C1COCC=2NC(C=3C=C(C(=CC3C21)F)F)=O 1-(4-bromothiophen-3-yl)-N-(8,9-difluoro-6-oxo-1,4,5,6-tetrahydro-2H-pyrano[3,4-c]isoquinolin-1-yl)-N-methylazetidine-3-carboxamide